CC=1N(C=CN1)CCCCN1C(=NC=C1)C 1,4-bis(2-methyl-1H-imidazol-1-yl)butane